methyl 4a-hydroxy-7-(hydroxymethyl)-1-((3,4,5-trihydroxy-6-(hydroxymethyl)tetrahydro-2H-pyran-2-yl)oxy)-1,4a,5,7a-tetrahydrocyclopenta[c]pyran-4-carboxylate OC12C(C(OC=C1C(=O)OC)OC1OC(C(C(C1O)O)O)CO)C(=CC2)CO